2-(trans-4-(((trans-4-(6-Cyano-5-methoxypyridin-2-yl)cyclohexyl)methyl)(3-(2-cyclopropylthiazol-5-yl)phenyl)carbamoyl)cyclohexyl)acetic acid C(#N)C1=C(C=CC(=N1)[C@@H]1CC[C@H](CC1)CN(C(=O)[C@@H]1CC[C@H](CC1)CC(=O)O)C1=CC(=CC=C1)C1=CN=C(S1)C1CC1)OC